BrC(C(=O)NC=1C=C(C(=CC1O)F)C1=C(C(=C(C(=C1F)I)F)F)F)(F)F 2-bromo-2,2-difluoro-N-(2',3',4',6,6'-pentafluoro-4-hydroxy-5'-iodo-[1,1'-biphenyl]-3-yl)acetamide